3-(tert-butyl)-6-methylenecyclohex-1-ene C(C)(C)(C)C1C=CC(CC1)=C